(triphenylphosphonium) difluoroacetic acid salt FC(C(=O)[O-])F.C1(=CC=CC=C1)[PH+](C1=CC=CC=C1)C1=CC=CC=C1